COC1=C(C=CC=C1)C=1C=CC=2N(N1)C(=CN2)C=2C=C(C=CC2)C(C)=O 1-[3-[6-(2-methoxyphenyl)imidazo[1,2-b]pyridazin-3-yl]phenyl]ethanone